[Na+].N1=CN=CC(=C1)CN1CC2=C(CC1)C(=CS2)C(=O)[O-] 6-(pyrimidin-5-ylmethyl)-4,5,6,7-tetrahydrothieno[2,3-c]pyridine-3-carboxylic acid sodium salt